[Na].[Cr] chromium-sodium